C(C)OC(=O)C1=CN(C2=NC(=CC(=C2C1=O)C)Cl)C1=NC(=NS1)Cl 7-chloro-1-(3-chloro-1,2,4-thiadiazol-5-yl)-5-methyl-4-oxo-1,4-dihydro-1,8-naphthyridine-3-carboxylic acid ethyl ester